C(C1=CC=CC=C1)OC[C@H]1N(C[C@H](C1(F)F)NS(=O)(=O)C)C(=O)OC(C)(C)C tert-Butyl (2R,4R)-2-[(benzyloxy)methyl]-3,3-difluoro-4-[(methanesulfonyl)amino]pyrrolidine-1-carboxylate